(S)-N-(2,6-dimethylphenyl)-1-propyl-2-piperidinecarboxamide CC1=C(C(=CC=C1)C)NC(=O)[C@H]1N(CCCC1)CCC